1,6-dihydropyrazin N1C=CN=CC1